BrC=1C=C(C=CC1F)NC1=NC(=NC(=C1)NC1CCNCC1)S(=O)(=O)C N4-(3-bromo-4-fluorophenyl)-2-(methylsulfonyl)-N6-(piperidin-4-yl)pyrimidine-4,6-diamine